NC1=NC(=NN2C1=NC=C2CC2=C(C=C(C=C2)OCCNC)F)O[C@@H](CCO)CCC |o1:24| (R or S)-3-((4-amino-7-(2-fluoro-4-(2-(methylamino)ethoxy)benzyl)imidazo[2,1-f][1,2,4]triazin-2-yl)oxy)hexan-1-ol